2-bromoethylmethyl ether BrCCOC